(3-(1H-imidazol-1-yl)propyl)-5-(2-nitrophenyl)-2-(4-(trifluoromethyl)phenyl)Oxazole-4-carboxamide N1(C=NC=C1)CCCNC(=O)C=1N=C(OC1C1=C(C=CC=C1)[N+](=O)[O-])C1=CC=C(C=C1)C(F)(F)F